Methyl ((2S,3R)-3-amino-2-hydroxy-3-phenylpropanoyl)-L-prolinate N[C@@H]([C@@H](C(=O)N1[C@@H](CCC1)C(=O)OC)O)C1=CC=CC=C1